6-(4-tert-butyl-2,5-dimethyl-phenyl)-2,3-dimethyl-1H-pyridin-4-one C(C)(C)(C)C1=CC(=C(C=C1C)C1=CC(C(=C(N1)C)C)=O)C